6-((5-bromo-2,3-dihydro-1H-inden-2-yl)amino)-4-chloronicotinic acid BrC=1C=C2CC(CC2=CC1)NC1=NC=C(C(=O)O)C(=C1)Cl